CNC(=O)C1NCCCC1 N-methylpiperidin-2-carboxamid